1-benzoyl-7-chloro-2H-benzo[d][1,3]Oxazine-2,4(1H)-dione C(C1=CC=CC=C1)(=O)N1C(OC(C2=C1C=C(C=C2)Cl)=O)=O